C(#N)C=1C=CC(=C(C1)C1=CC=CC=2C=C(OC21)C(=O)N[C@H]2C[C@H](CC2)O)OC 7-(5-cyano-2-methoxyphenyl)-N-((1R,3S)-3-hydroxycyclopentyl)benzofuran-2-carboxamide